O=C1NC2=CC=CC=C2C1 2-OXO-2,3-DIHYDRO-1H-INDOLE